ClC1=CC(=CN=N1)N1CCC(CC1)(C(=O)OC)OC1CC1 methyl 1-(6-chloropyridazin-4-yl)-4-cyclopropoxypiperidine-4-carboxylate